4-(9-(2,6-diacetoxyphenyl)-9-oxononyl)-1,2-phenylene diacetate C(C)(=O)OC1=C(C=C(C=C1)CCCCCCCCC(=O)C1=C(C=CC=C1OC(C)=O)OC(C)=O)OC(C)=O